N-(3-chloro-2-fluorobenzyl)-5-(6-methylpyridin-2-yl)-4-(1-(tetrahydro-2H-pyran-2-yl)-1H-indazol-5-yl)-1H-imidazol-2-amine ClC=1C(=C(CNC=2NC(=C(N2)C=2C=C3C=NN(C3=CC2)C2OCCCC2)C2=NC(=CC=C2)C)C=CC1)F